2-amino-2-(1-methylcyclopentyl)acetic acid NC(C(=O)O)C1(CCCC1)C